(Z)-3-fluoro-4-(6-(trifluoromethyl)-4-(3-(trifluoromethyl)phenyl)-1H-benzo[d]imidazol-1-yl)but-2-en-1-amine F\C(=C/CN)\CN1C=NC2=C1C=C(C=C2C2=CC(=CC=C2)C(F)(F)F)C(F)(F)F